tri-tert-butyl 2,2',2''-(10-(2-((2,5-dioxo-pyrrolidin-1-yl)oxy)-2-oxoethyl)-1,4,7,10-tetraazacyclododecan-1,4,7-triyl)triacetate O=C1N(C(CC1)=O)OC(CN1CCN(CCN(CCN(CC1)CC(=O)OC(C)(C)C)CC(=O)OC(C)(C)C)CC(=O)OC(C)(C)C)=O